[Zn].[Al].[Co].[K] potassium-cobalt-aluminum-zinc